C=1N=CN2C1C1=CC=CC=C1[C@H]2[C@@H]2[C@H](C=1N=CC=NC1CC2)O (5R,6R)-6-((R)-5H-imidazo[5,1-a]isoindol-5-yl)-5,6,7,8-tetrahydroquinoxalin-5-ol